C(C)(C)(CC)C=1C(=CC=C(O)C1)O 5-tert-amylhydroquinone